CC(C)(COP(=O)(O)OP(=O)(O)OC[C@@H]1[C@H]([C@H]([C@@H](O1)N2C=NC3=C(N=CN=C32)N)O)OP(=O)(O)O)[C@H](C(=O)NCCC(=O)NCCSC(=O)C4CCCCC4O)O The molecule is an acyl-CoA that results from the formal condensation of the thiol group of coenzyme A with the carboxy group of 2-hydroxycyclohexane-1-carboxylic acid. It derives from a cyclohexane-1-carbonyl-CoA and a 2-hydroxycyclohexanecarboxylic acid.